NC(CCCNC(=N)N)C(=O)O 1-(4-amino-4-carboxybutyl)guanidine